(4R)-4-[4-[bis(tert-butoxycarbonyl)amino]-2-oxo-3-(4-phenoxyphenyl)imidazo[4,5-c]pyridin-1-yl]pentanoic acid C(C)(C)(C)OC(=O)N(C1=NC=CC2=C1N(C(N2[C@@H](CCC(=O)O)C)=O)C2=CC=C(C=C2)OC2=CC=CC=C2)C(=O)OC(C)(C)C